7-(2-((2-(methoxycarbonyl)-4-methylthiophen-3-yl)amino)-2-oxoethyl)-7-(2-((4-methylisoxazol-3-yl)amino)-2-oxoethyl)-2-oxa-7-azaspiro[3.5]nonan-7-ium COC(=O)C=1SC=C(C1NC(C[N+]1(CCC2(COC2)CC1)CC(=O)NC1=NOC=C1C)=O)C